COC=1C=C(C=CC1C(=O)N1CCN(CC1)CC1(CC1)C1=CC=CC=C1)NS(=O)(=O)C=1C=CC=C2C=CC=NC12 N-(3-methoxy-4-(4-((1-phenylcyclopropyl)methyl)piperazine-1-carbonyl)phenyl)quinoline-8-sulfonamide